tert-butyl (2S)-2-((1-(6,7-difluoro-4-oxo-3,4-dihydrophthalazin-1-yl)ethyl)(methyl)carbamoyl)indoline-1-carboxylate FC=1C=C2C(NN=C(C2=CC1F)C(C)N(C(=O)[C@H]1N(C2=CC=CC=C2C1)C(=O)OC(C)(C)C)C)=O